FC1N(CCOC1)F difluoro(morpholine)